NC1=C2C(=NC=N1)N(N=C2C=2C(=C1CCN(C1=CC2)C(=O)OC(C)(C)C)Cl)C2CC2 TERT-BUTYL 5-(4-AMINO-1-CYCLOPROPYL-1H-PYRAZOLO[3,4-D]PYRIMIDIN-3-YL)-4-CHLOROINDOLINE-1-CARBOXYLATE